icosanate C(CCCCCCCCCCCCCCCCCCC)(=O)[O-]